6-(3-chloro-5-fluorophenyl)pyrimidine-4-carboxylic acid methyl ester COC(=O)C1=NC=NC(=C1)C1=CC(=CC(=C1)F)Cl